FC=1OC2=C(N1)C=CC=C2C(=O)O fluorobenzo[d]oxazole-7-carboxylic acid